[N+](=O)([O-])C1=CC=C(C=C1)C1=CC=C(O1)C(=O)Cl 5-(4-nitrophenyl)-2-furoyl chloride